C(C)(C)N1CCC(CC1)C(=O)N1CC(CC1)C=1C(=NC=CC1)OC (1-isopropyl-piperidin-4-yl){3-(2-methoxypyridin-3-yl)pyrrolidin-1-yl}methanone